(1R,3R,5R)-N-((2-fluoro-4-(trifluoromethyl)phenyl)(5-oxopyrrolidin-3-yl)methyl)-2-(3-(methylsulfonyl)benzoyl)-2-azabicyclo[3.1.0]hexane-3-carboxamide FC1=C(C=CC(=C1)C(F)(F)F)C(NC(=O)[C@@H]1N([C@@H]2C[C@@H]2C1)C(C1=CC(=CC=C1)S(=O)(=O)C)=O)C1CNC(C1)=O